C(CCCCCCCCCCCCCCCCC)N1C(=C(C(C=C1)=O)OC(=O)C(C)(C)C)CC N-octadecyl-2-ethyl-3-t-butylcarbonyloxy-pyridin-4-one